2-((4,4-difluorocyclohexyl)methyl)-6-fluoro-N-(3-fluoro-5-(methylsulfonyl)phenyl)-2H-indazole-3-carboxamide FC1(CCC(CC1)CN1N=C2C=C(C=CC2=C1C(=O)NC1=CC(=CC(=C1)S(=O)(=O)C)F)F)F